FC(C1=C(C=2[C@](C3=C(NC2N=C1)CC(CC3=O)(C)C)(C3=C(C=CC=C3)C)C)C#N)F (5R)-3-(difluoromethyl)-5,8,8-trimethyl-5-(o-tolyl)-6-oxo-9,10-dihydro-7H-benzo[b][1,8]naphthyridine-4-carbonitrile